C(C)(C)C=1C(=CC(=NC1)C#CC=1C=CC=C2C=CC=NC12)OC=1C(=NC(=NC1)N)N 5-((5-isopropyl-2-(quinolin-8-ylethynyl)pyridin-4-yl)oxy)pyrimidine-2,4-diamine